C(C=C)ON(S(=O)(=O)C1=C(C=CC=C1)[N+](=O)[O-])C1CN(CC(=C1)I)CC1=CC=CC=C1 N-allyloxy-N-(1-benzyl-5-iodo-3,6-dihydro-2H-pyridin-3-yl)-2-nitro-benzenesulfonamide